F[C@@H]1[C@@H](CC(NC1)(C)C)N1C=CC2=C1N=NC(=C2)C2=C(C=C(C=C2)N2N=NC=C2)O 2-{7-[(4r,5s)-5-fluoro-2,2-dimethylpiperidin-4-yl]-7H-pyrrolo[2,3-c]pyridazin-3-yl}-5-(1H-1,2,3-triazol-1-yl)phenol